7,8-dimethoxy-4H-chromen-4-one COC1=CC=C2C(C=COC2=C1OC)=O